N-Methyl-N-[(2R,4S)-2-methylpiperidin-4-yl]-5-[4-(1H-pyrazol-4-yl)-1H-pyrrolo[2,3-c]pyridin-7-yl][1,3]thiazolo[5,4-d][1,3]thiazol-2-amin CN(C=1SC=2N=C(SC2N1)C=1N=CC(=C2C1NC=C2)C=2C=NNC2)[C@@H]2C[C@H](NCC2)C